4-amino-6'-chloro-4'-(difluoromethoxy)-6-(thiazol-2-yl)-[2,2'-bipyridine] NC1=CC(=NC(=C1)C=1SC=CN1)C1=NC(=CC(=C1)OC(F)F)Cl